dipropyl 2,6-naphthalenedicarboxylate Phosphoramidite P(O)(O)N.C1=C(C=CC2=CC(=CC=C12)C(=O)OCCC)C(=O)OCCC